C(CCC#C)OC=1C=C(C=C(C1)OCCCC#C)C=1N=NN(C1)CC=1C=C(C=CC1)S(=O)(=O)C/C(=C/CNC(OC(C)(C)C)=O)/F tert-butyl (Z)-(4-((3-((4-(3,5-bis(pent-4-yn-1-yloxy)phenyl)-1H-1,2,3-triazol-1-yl)methyl)phenyl)sulfonyl)-3-fluorobut-2-en-1-yl)carbamate